ClC=1C(=NC(=NC1)NC1=C(C=CC=C1)OCCN1CCOCC1)N1C=CC2=CC(=CC=C12)NC(C=C)=O N-[1-[5-chloro-2-[2-(2-morpholinoethoxy)anilino]pyrimidin-4-yl]indol-5-yl]prop-2-enamide